BrC1=CC(=NC=C1)NC(=O)C=1C=NC=CC1 N-(4-bromopyridin-2-yl)pyridine-3-carboxamide